COC(=O)C1=C(N=CC=2N1C=NC2)C=C 6-vinylimidazo[1,5-a]pyrazine-5-carboxylic acid methyl ester